7-chloro-1-(4,4-difluoropiperidin-1-yl)-2,6-naphthyridine ClC1=NC=C2C=CN=C(C2=C1)N1CCC(CC1)(F)F